5-(5-bromo-1-tosyl-1H-pyrrolo[2,3-b]pyridin-3-yl)benzo[d]isoxazole BrC=1C=C2C(=NC1)N(C=C2C=2C=CC1=C(C=NO1)C2)S(=O)(=O)C2=CC=C(C)C=C2